4'-Vinyl-5'-O-[bis(4-methoxyphenoxy)phosphinyl]guanosin C(=C)[C@]1([C@H]([C@H]([C@@H](O1)N1C=NC=2C(=O)NC(N)=NC12)O)O)COP(=O)(OC1=CC=C(C=C1)OC)OC1=CC=C(C=C1)OC